C[NH+](C1=CC=CC=C1)C N,N-dimethylanilinium